ClC=1C=C(C=CC1F)N1C=C(C=2[C@@H](C(CCC12)(F)F)O)S(=O)(=O)C(F)(F)F (S)-1-(3-chloro-4-fluorophenyl)-5,5-difluoro-3-((trifluoromethyl)sulfonyl)-4,5,6,7-tetrahydro-1H-indol-4-ol